C(CCCC)CO[SiH](C)C 1-amyl-dimethyl-methoxysilane